N-(1-ethylpiperidin-4-yl)-4-(1H-imidazol-1-yl)picolinamide C(C)N1CCC(CC1)NC(C1=NC=CC(=C1)N1C=NC=C1)=O